rac-(1S,3S)-3-(4-aminopyrimidin-2-yl)cyclohexan-1-ol NC1=NC(=NC=C1)[C@@H]1C[C@H](CCC1)O |r|